The molecule is a monoterpene that is cyclohex-1-ene substituted by a methyl group at position 1 and a prop-1-en-2-yl group at position 4 respectively. It has a role as a human metabolite. It is a monoterpene and a cycloalkene. It derives from a hydride of a p-menthane. CC1=CCC(CC1)C(=C)C